3-[6-chloro-1,3-dimethylpyrrolo[3,2-c]pyridine-2-yl]-2-methoxypyridine ClC1=CC2=C(C=N1)C(=C(N2C)C=2C(=NC=CC2)OC)C